1-(azetidin-3-ylmethyl)-3-[3-[[4-[[2-(6-methyl-2-pyridyl)pyrimidin-4-yl]amino]pyrimidin-2-yl]amino]phenyl]urea N1CC(C1)CNC(=O)NC1=CC(=CC=C1)NC1=NC=CC(=N1)NC1=NC(=NC=C1)C1=NC(=CC=C1)C